CN1CCC(CC1)NC1=C2N=CNC2=NC(=N1)N1CCOCC1 N-(1-methylpiperidin-4-yl)-2-morpholino-9H-purin-6-amine